t-butylisohexane C(C)(C)(C)CCCC(C)C